8-Bromo-2,3-dihydro-4H-pyrano[3,2-c]pyridin-4-one BrC=1C2=C(C=NC1)C(CCO2)=O